tert-butyl (2s,4R)-2-(hydroxymethyl)-4-((4-octylbenzyl) oxy)pyrrolidine-1-carboxylate OC[C@H]1N(C[C@@H](C1)OCC1=CC=C(C=C1)CCCCCCCC)C(=O)OC(C)(C)C